tert-butyl (2S,4S)-4-(N-(2-((tert-butyldimethylsilyl)oxy)ethyl)-2,2,2-trifluoroacetamido)-2-phenylpiperidine-1-carboxylate [Si](C)(C)(C(C)(C)C)OCCN(C(C(F)(F)F)=O)[C@@H]1C[C@H](N(CC1)C(=O)OC(C)(C)C)C1=CC=CC=C1